triphenyl-tetraphenyl-phosphonium hydroxide [OH-].C1(=CC=CC=C1)C1=C(C(=C(C=C1)[P+](C1=CC=CC=C1)(C1=CC=CC=C1)C1=CC=CC=C1)C1=CC=CC=C1)C1=CC=CC=C1